CC1=CC=C(C=C1)S(=O)(=O)OCCC(CCOC1=C(C=C(C=C1C#N)C(C)(C)C1=CC=C(C=C1)OCC12CC(C1)(C2)NS(=O)(=O)C)Cl)(F)F [5-[2-chloro-6-cyano-4-[1-[4-[[3-(methanesulfonamido)-1-bicyclo[1.1.1]pentanyl]methoxy]phenyl]-1-methyl-ethyl]phenoxy]-3,3-difluoro-pentyl] 4-methylbenzenesulfonate